(6-Amino-4-methoxy-3',4',5',6'-tetrahydro-2'H-[3,4']bipyridinyl-1'-yl)-(5-cyclohexyloxy-4-methoxy-pyridin-2-yl)-methanone NC1=CC(=C(C=N1)C1CCN(CC1)C(=O)C1=NC=C(C(=C1)OC)OC1CCCCC1)OC